5-benzyloxy-4-chloro-2-(trifluoromethyl)quinazoline C(C1=CC=CC=C1)OC1=C2C(=NC(=NC2=CC=C1)C(F)(F)F)Cl